2,7-dinitro-10-ethylphenoxazine [N+](=O)([O-])C1=CC=2N(C3=CC=C(C=C3OC2C=C1)[N+](=O)[O-])CC